C(C)(C)(C)OC(=O)N1C[C@H](CC1)N (S)-1-(tert-butoxycarbonyl)-3-aminopyrrolidine